CC1C(C1)CCC(CC)C 1-methyl-2-(3-methylpentyl)-cyclopropane